C(C(=C)C)(=O)OCC1OC(OC1)(C)C1=CC=C(C=C1)O (2-(4-hydroxyphenyl)-2-methyl-1,3-dioxolan-4-yl)methyl methacrylate